N-{(Z)-[(cyclopropylmethoxy)imino]-[6-(difluoromethoxy)-2,3-difluorophenyl]methyl}-2-phenylacetamide C1(CC1)CO\N=C(/NC(CC1=CC=CC=C1)=O)\C1=C(C(=CC=C1OC(F)F)F)F